Methyl 4-((1H-pyrazol-1-yl)methyl)-2-methoxybenzoate N1(N=CC=C1)CC1=CC(=C(C(=O)OC)C=C1)OC